3α-hydroxy-pregnan O[C@H]1CC2CC[C@H]3[C@@H]4CC[C@H](CC)[C@]4(CC[C@@H]3[C@]2(CC1)C)C